(S)-4-(2-hydroxy-3-(2H-tetrazol-2-yl)propoxy)benzoic acid O[C@H](COC1=CC=C(C(=O)O)C=C1)CN1N=CN=N1